3-nitro-5-(piperazin-1-yl)-1H-pyrrolo[3,2-b]Pyridine TFA salt OC(=O)C(F)(F)F.[N+](=O)([O-])C1=CNC=2C1=NC(=CC2)N2CCNCC2